triethylenetetramin NCCNCCNCCN